COC=1C=CC2=C(CCC=3C=NC(=NC23)NC2=CC=C(C=C2)NC2=CC=C(C=C2)[N+](=O)[O-])C1 N1-(8-methoxy-5,6-dihydrobenzo[h]Quinazolin-2-yl)-N4-(4-nitrophenyl)benzene-1,4-diamine